2,2-diethyl-1,3-dioxane-4,6-dione C(C)C1(OC(CC(O1)=O)=O)CC